FC=1C=C2C(=C(NC2=C(C1)F)C1=CC=C(C=C1)F)C1CC(C1)C#N (1r,3r)-3-(5,7-difluoro-2-(4-fluorophenyl)-1H-indol-3-yl)cyclobutane-1-carbonitrile